C(C)(C)(C)OC(NC1=CN(C=2N=CN=CC21)CC(=O)N2[C@@H]1C[C@@H]1C[C@H]2C(NC2=NC(=CC=C2)Br)=O)=O (7-(2-((1R,3S,5R)-3-((6-bromopyridin-2-yl)carbamoyl)-2-azabicyclo[3.1.0]Hex-2-yl)-2-oxoethyl)-7H-pyrrolo[2,3-d]Pyrimidin-5-yl)carbamic acid tert-butyl ester